CN1C(=NC=C1C1=CC(=C(C=C1)NC=1N=CC2=C(N1)C(=NC(=C2)C)N2CCC(CC2)C#N)OC)C 1-(2-((4-(1,2-dimethyl-1H-imidazol-5-yl)-2-methoxyphenyl)amino)-6-methylpyrido[3,4-d]pyrimidin-8-yl)piperidine-4-carbonitrile